NC=1C=NC(=NC1)C(=O)NC 5-amino-N-methylpyrimidine-2-carboxamide